N1(CCC1)C(=O)C=1C=C(C=2N(C1)C(=C(N2)C)C)NCC2=C(C=CC=C2C)C azetidin-1-yl{8-[(2,6-dimethylbenzyl)amino]-2,3-Dimethylimidazo[1,2-a]pyridin-6-yl}methanone